COC1=NC(=NC=N1)C=1C=CC(=C(C1)O)C=1N=C2N(C=CC(=N2)C2CC(NC(C2)(C)C)(C)C)C1 5-(4-methoxy-1,3,5-triazin-2-yl)-2-(7-(2,2,6,6-tetramethylpiperidin-4-yl)imidazo[1,2-a]pyrimidin-2-yl)phenol